1-N-nonadecyl-2-pyrrolidone C(CCCCCCCCCCCCCCCCCC)N1C(CCC1)=O